C(C#C)OCCC(=O)NC(C(=O)O)CCCCNC(CCOCC#C)=O (2,6-bis[3-(prop-2-yn-1-yloxy)propanamido])Hexanoic acid